C(CCCCCCCCC)C(O[Si](C(C)(C)C)(C)C)CN(CC(O[Si](C(C)(C)C)(C)C)CCCCCCCCCC)CCCNC(OC(C)(C)C)=O tert-butyl N-{3-[5,9-bis(decyl)-2,2,3,3,11,11,12,12-octamethyl-4,10-dioxa-7-aza-3,11-disilatridecan-7-yl]propyl}carbamate